FC(O[C@@H]1CC[C@H](CC1)NC1=NN2C(C=N1)=C(C=C2)C2=CC=1C(=NC=CN1)N=C2)F N-(trans-4-(difluoromethoxy)cyclohexyl)-5-(pyrido[2,3-b]pyrazin-7-yl)pyrrolo[2,1-f][1,2,4]triazin-2-amine